P(=O)(O)(O)O[C@H]1[C@H]([C@@H](O[C@@H]1CO)N1C(=O)NC(=O)C=C1)OC O-methyl uridine-3'-phosphate